ClC1=NC=C(C(=C1)C1=C(C=NC(=C1)C)C(=O)NC=1SC2=C(N1)CN(C2)C(=O)C2CC(C2)OC)OC 2'-chloro-5'-methoxy-N-(5-((1s,3s)-3-methoxycyclobutane-1-carbonyl)-5,6-dihydro-4H-pyrrolo[3,4-d]thiazol-2-yl)-6-methyl-[4,4'-bipyridine]-3-carboxamide